bis(5-diphenylaminocarbonyloxy-2,4-dimethylphenyl) disulfide C1(=CC=CC=C1)N(C(=O)OC=1C(=CC(=C(C1)SSC1=C(C=C(C(=C1)OC(=O)N(C1=CC=CC=C1)C1=CC=CC=C1)C)C)C)C)C1=CC=CC=C1